(R)-6-chloro-3-((1-(2-(1-fluorocyclobutyl)-3,6-dimethyl-4-oxo-3,4-dihydroquinazolin-8-yl)ethyl)amino)picolinic acid ClC1=CC=C(C(=N1)C(=O)O)N[C@H](C)C=1C=C(C=C2C(N(C(=NC12)C1(CCC1)F)C)=O)C